N-(cyclopropylmethyl)-2-(4-(2-(4-isopropylphenyl)-6-methoxy-3,4-dihydro-naphthalen-1-yl)phenyl)ethan-1-amine C1(CC1)CNCCC1=CC=C(C=C1)C1=C(CCC2=CC(=CC=C12)OC)C1=CC=C(C=C1)C(C)C